C(=C)C1=CC=C(C=C1)S(=O)(=O)[O-].[Na+] Sodium 4-vinylbenzenesulfonate